2-(2-methoxy-3-pyridinyl)-9-[[4-[1-methyl-4-(trifluoromethyl)imidazol-2-yl]phenyl]methyl]-7H-purin-8-imine COC1=NC=CC=C1C1=NC=C2NC(N(C2=N1)CC1=CC=C(C=C1)C=1N(C=C(N1)C(F)(F)F)C)=N